COC1=CC2=C(C3=C(C(N(C3)CC(=O)OC)=O)S2)C=C1OC Methyl 2-(6,7-dimethoxy-3-oxo-1,3-dihydro-2H-benzo[4,5]thieno[2,3-c]pyrrol-2-yl)acetate